C(C)(C)(C)OC(=O)N1C=CC2=C(C(=CC(=C12)C)OC)CN1[C@@H](C[C@H](CC1)S(=O)(=O)CC1CC1)C1=CC=C(C=C1)C(=O)OC 4-{[(2S,4S)-4-cyclopropylmethylsulfonyl-2-[4-(methoxycarbonyl)phenyl]piperidin-1-yl]methyl}-5-methoxy-7-methyl-1H-indole-1-carboxylic acid tert-butyl ester